FC1=CC=C(C=C1)CNC[C@@H]1N(CCC1)C (R)-N-(4-fluorophenylmethyl)-1-(1-methylpyrrolidin-2-yl)methylamine